cobalt (ii) neodecanoate C(CCCCCC(C)(C)C)(=O)[O-].[Co+2].C(CCCCCC(C)(C)C)(=O)[O-]